C(C1=CC=CC=C1)O[C@@H]1[C@@H](N([C@@H]2CC[C@H]12)C(=O)OC)COC1CCC(CC1)C1=CC=CC=C1 methyl (1R,3S,4S,5S)-4-(benzyloxy)-3-((((1s,4R)-4-phenylcyclohexyl)-oxy)methyl)-2-azabicyclo[3.2.0]heptane-2-carboxylate